OCC1CCN(CC1)C1=CC=C(C=N1)C(=O)NC1=NN(C(=C1)C1=NC2=C(N1)C=CC(=C2)OC(F)(F)F)CC2=CC=C(C=C2)OC 6-[4-(hydroxymethyl)-1-piperidyl]-N-[1-[(4-methoxyphenyl)methyl]-5-[5-(trifluoromethoxy)-1H-benzimidazol-2-yl]pyrazol-3-yl]pyridine-3-carboxamide